2,5-diaminobenzothiazole NC=1SC2=C(N1)C=C(C=C2)N